C12CNCC2C1C(=O)OC methyl 3-azabicyclo[3.1.0]hexane-6-carboxylate